4-hexyldibenzo[b,d]furan C(CCCCC)C1=CC=CC2=C1OC1=C2C=CC=C1